(1r,3r)-3-(6,7-dimethoxy-3-oxo-1,3-dihydro-2H-benzo[4,5]thieno[2,3-c]pyrrol-2-yl)cyclobutane-1-carboxylic acid COC1=CC2=C(C3=C(C(N(C3)C3CC(C3)C(=O)O)=O)S2)C=C1OC